N-(2-fluoro-4-methyl-5-pyridazin-3-ylphenyl)-3-methyl-6-azabicyclo[3.1.1]heptane-6-carboxamide FC1=C(C=C(C(=C1)C)C=1N=NC=CC1)NC(=O)N1C2CC(CC1C2)C